FC=1C=C2C(=CNC(C2=CC1F)=O)[C@@H](C)N(C(=O)C=1NC2=CC(=CC=C2C1)F)C |r| Racemic-N-(1-(6,7-difluoro-1-oxo-1,2-dihydroisoquinolin-4-yl)ethyl)-6-fluoro-N-methyl-1H-indole-2-carboxamide